(E)-N-(1,3-benzodioxol-5-yl-methyl)-2-cyano-3-(1H-pyrrolo[2,3-b]pyridin-3-yl)acrylamide O1COC2=C1C=CC(=C2)CNC(\C(=C\C2=CNC1=NC=CC=C12)\C#N)=O